1-benzyl-7-(2-methyl-4-(4H-1,2,4-triazol-3-yl)phenyl)-3,4-dihydropyrazino[2,3-b]pyrazin C(C1=CC=CC=C1)N1CCNC=2C1=NC(=CN2)C2=C(C=C(C=C2)C2=NN=CN2)C